2-nitrobenzenesulfonyl-(nosyl) chloride [N+](=O)([O-])C1=C(C=CC=C1)S(=O)(=O)C1=C(S(=O)(=O)Cl)C=CC(=C1)[N+](=O)[O-]